5-(5-methoxypyrimidin-2-yl)-2-(pyridin-3-yl)-1,3-benzoxazole COC=1C=NC(=NC1)C=1C=CC2=C(N=C(O2)C=2C=NC=CC2)C1